N-[(3R)-1-Ethyl-3-piperidyl]-6-(3-fluoro-1H-indol-6-yl)-5-methyl-1,2,4-triazin-3-amine C(C)N1C[C@@H](CCC1)NC=1N=NC(=C(N1)C)C1=CC=C2C(=CNC2=C1)F